7-amino-8-(2-chloro-3-hydroxy-6-methylphenyl)-4-methyl-8H-pyrrolo[3,2-e][1,2,4]triazolo[1,5-a]pyridine-6-carboxamide NC1=C(C=2C=C(C=3N(C2N1C1=C(C(=CC=C1C)O)Cl)N=CN3)C)C(=O)N